tert-butyl 2-(6-(3,4-dichlorophenylamino)-9H-carbazol-1-ylamino)ethylcarbamate ClC=1C=C(C=CC1Cl)NC=1C=C2C=3C=CC=C(C3NC2=CC1)NCCNC(OC(C)(C)C)=O